(1R,9S)-1-amino-9-ethyl-5-fluoro-9-hydroxy-1,4-dimethyl-2,3,12,15-tetrahydrobenzo[de]pyrano[3',4':6,7]indolizino[1,2-b]quinoline-10,13(1H,9H)-dione hydrochloride Cl.N[C@@]1(CCC=2C=3C1=C1C(=NC3C=C(C2C)F)C2=CC3=C(C(N2C1)=O)COC([C@]3(O)CC)=O)C